C1(=CC=CC=C1)NC=NC1=CC=CC=C1 N,N'-diphenyl-formamidine